[Mn](=O)([O-])[O-] Manganit